4-(1-(2-(azetidin-1-yl)pyrimidin-5-yl)-5-(3,5-dimethylisoxazol-4-yl)-1H-pyrrolo[2,3-b]pyridin-3-yl)-3-cyclobutoxybenzoic acid N1(CCC1)C1=NC=C(C=N1)N1C=C(C=2C1=NC=C(C2)C=2C(=NOC2C)C)C2=C(C=C(C(=O)O)C=C2)OC2CCC2